C1(=CC=CC=C1)N(N)C1=CC=CC=C1 2,2-diphenylhydrazine